2,2,2-Trifluoroethyl (2-chloroacetyl)-L-tyrosinate ClCC(=O)N[C@@H](CC1=CC=C(C=C1)O)C(=O)OCC(F)(F)F